C1(CC1)CC(=O)N 2-cyclopropylacetamide